2-(6-chloro-5-(hydroxymethyl)-2-methyl-3-oxo-2,3-dihydropyridazin-4-yl)-N-(1-methyl-2-oxabicyclo[2.1.1]Hex-4-yl)acetamide ClC=1C(=C(C(N(N1)C)=O)CC(=O)NC12COC(C1)(C2)C)CO